C12(CC3CC(CC(C1)C3)C2)NC([C@H](C)NC(=O)C2=NC=CC(=C2OC(CCC)=O)OC)=O.C(C2=CC=CO2)C2=C3NC=NC3=NC(=N2)N L-6-furfuryl-aminopurine 2-(((2S)-1-(((1s,3R)-adamantan-1-yl)amino)-1-oxopropan-2-yl)carbamoyl)-4-methoxypyridin-3-yl-butyrate